P(=O)(OOCCOC)(OOCCOC)OOCCOC tris(methoxyethoxy) phosphate